N2-[(3R)-1-(5-methylpyridazin-3-yl)pyrrolidin-3-yl]1,3,4-thiadiazole-2,5-diamine CC=1C=C(N=NC1)N1C[C@@H](CC1)NC=1SC(=NN1)N